N7-(2,4-difluorophenyl)-2-(methoxymethyl)pyrazolo[1,5-a]pyrimidine-3,7-dicarboxamide FC1=C(C=CC(=C1)F)NC(=O)C1=CC=NC=2N1N=C(C2C(=O)N)COC